N1-cyclohexyl-N7-(2-methoxy-4-(1-methyl-1H-pyrazol-4-yl)phenyl)-2,6-naphthyridine-1,7-diamine C1(CCCCC1)NC1=NC=CC2=CN=C(C=C12)NC1=C(C=C(C=C1)C=1C=NN(C1)C)OC